C1(=CC=CC=C1)CCC[C@@H](B1OC(C(O1)(C)C)(C)C)NC([C@@H](CSC1=CC=CC=C1)NC(=O)C1=NC=CN=C1)=O (2S)-N-[(1R)-4-phenyl-1-(tetramethyl-1,3,2-dioxaborolan-2-yl)butyl]-3-(phenyl-sulfanyl)-2-(pyrazin-2-ylformamido)propanamide